Benzimidazole-5-carboxamide trifluoroacetate FC(C(=O)O)(F)F.N1=CNC2=C1C=CC(=C2)C(=O)N